HYDRAZINOPURINE C1=C2C(=NC(=N1)NN)N=CN2